N-(2-(4-cyclopropylpiperidin-1-yl)-4-(trifluoromethyl)phenyl)-2-(4-((1-(2-(2,6-dioxopiperidin-3-yl)-1,3-dioxoisoindolin-5-yl)azetidin-3-yl)ethynyl)-1H-pyrazol-1-yl)-2-methylpropanamide C1(CC1)C1CCN(CC1)C1=C(C=CC(=C1)C(F)(F)F)NC(C(C)(C)N1N=CC(=C1)C#CC1CN(C1)C=1C=C2C(N(C(C2=CC1)=O)C1C(NC(CC1)=O)=O)=O)=O